C(N)(=N)N1CCC(=CC1)C1=CC=C(C(=O)NC2=CC=C(C=C2)CCNC(=N)N)C=C1 4-(1-carbamimidoyl-1,2,3,6-tetrahydro-pyridin-4-yl)-N-[4-(2-guanidino-ethyl)-phenyl]-benzamide